3-((1S,3R)-3-((5-cyano-4-(1-cyclopropyl-1H-pyrazol-4-yl)pyrimidin-2-yl)amino)cyclohexyl)-3H-imidazo[4,5-b]pyridine-6-carbonitrile C(#N)C=1C(=NC(=NC1)N[C@H]1C[C@H](CCC1)N1C=NC=2C1=NC=C(C2)C#N)C=2C=NN(C2)C2CC2